FC1=C2NC(C=3N(C2=CC=C1CN1CC2=C(C1)C=C(S2)C=2C=CC(=NC2)C(=O)NC)N=CC3C)=O 5-(5-((6-fluoro-3-methyl-4-oxo-4,5-dihydropyrazolo[1,5-a]quinoxalin-7-yl)methyl)-5,6-dihydro-4H-thieno[2,3-c]pyrrol-2-yl)-N-methylpicolinamide